N-((cis)-3-(5-chloro-2-cyanophenyl)cyclobutyl)-1-((R or S)-1-(3-methyl-5-((1R,5S)-2-oxo-3-azabicyclo[3.1.0]hexan-3-yl)pyridin-2-yl)ethyl)-1H-pyrazole-4-carboxamide ClC=1C=CC(=C(C1)[C@H]1C[C@H](C1)NC(=O)C=1C=NN(C1)[C@H](C)C1=NC=C(C=C1C)N1C([C@@H]2C[C@@H]2C1)=O)C#N |o1:19|